ClC1=C(C(=O)N2COC3=C(C2)C=CC=C3C3=CC(=C(C(=O)OC)C=C3F)N3C2COCC3CC2)C(=CC(=C1)N1C2CC2NCC1)Cl Methyl 4-[3-[2,6-dichloro-4-(2,5-diazabicyclo[4.1.0]heptan-2-yl)benzoyl]-2,4-dihydro-1,3-benzoxazin-8-yl]-5-fluoro-2-(3-oxa-8-azabicyclo[3.2.1]octan-8-yl)benzoate